ClC=1C=CC(=C(C1)C1=C2C(=NC(=C1)C)C(=CS2)C(=O)O)OCCN2C(=NC=1CC[C@](CC1C2=O)(C)N2CCC(CC2)OC)C 7-[5-chloranyl-2-[2-[(6S)-6-(4-methoxy-1-piperidyl)-2,6-di(methyl)-4-oxidanylidene-7,8-dihydro-5H-quinazolin-3-yl]ethoxy]phenyl]-5-methyl-thieno[3,2-b]pyridine-3-carboxylic acid